4-[5-(difluoromethyl)-1,3,4-thiadiazol-2-yl]-2-(methylaminomethyl)-N-(1-methylcyclopropyl)-8-[4-(2-methylpropanoyl)piperazin-1-yl]quinazoline-6-sulfonamide FC(C1=NN=C(S1)C1=NC(=NC2=C(C=C(C=C12)S(=O)(=O)NC1(CC1)C)N1CCN(CC1)C(C(C)C)=O)CNC)F